1-(tert-butyl) 3-methyl 5-oxopyrrolidine-1,3-dicarboxylate O=C1CC(CN1C(=O)OC(C)(C)C)C(=O)OC